3-[1-[2-(2,6-dioxopiperidin-3-yl)-1,3-dioxoisoindol-4-yl]azetidin-3-yl]propanal O=C1NC(CCC1N1C(C2=CC=CC(=C2C1=O)N1CC(C1)CCC=O)=O)=O